CC1=C(C=CC=C1C1=CC=2C(=NC=C(N2)CN2[C@@H](CCCC2)C(=O)O)O1)C1=CC=CC=C1 (2S)-1-{[6-(2-Methylbiphenyl-3-yl)furo[2,3-b]pyrazin-2-yl]methyl}piperidine-2-carboxylic acid